ClCCCN(S(=O)(=O)C1=C(C=CC=C1)[N+](=O)[O-])CC#C N-(3-chloropropyl)-2-nitro-N-prop-2-ynyl-benzenesulfonamide